C12CN(CC(CC1)O2)C2=CC(=CC=N2)N2CC(OCC2)C 6-(8-oxa-3-azabicyclo[3.2.1]octane-3-yl)-4-(2-methylmorpholino)pyridine